N-(3-(Tert-butyl)isoxazol-5-yl)-1-(imidazo[1,2-a]pyrazin-3-ylmethyl)indolin-6-carboxamid C(C)(C)(C)C1=NOC(=C1)NC(=O)C1=CC=C2CCN(C2=C1)CC1=CN=C2N1C=CN=C2